β-Pseudouridine C1=C(C(=O)NC(=O)N1)[C@H]2[C@@H]([C@@H]([C@H](O2)CO)O)O